OCC(C)(C)NC(CN(C=1C2=C(N=C(N1)C=1N=CN(C1)C(C1=CC=CC=C1)(C1=CC=CC=C1)C1=CC=CC=C1)CCC2)C)=O N-(1-hydroxy-2-methylpropan-2-yl)-2-(methyl(2-(1-trityl-1H-imidazol-4-yl)-6,7-dihydro-5H-cyclopenta[d]pyrimidin-4-yl)amino)acetamide